FC=1C=C(C#N)C=C(C1)N1C=C(C=2C(CCCC12)O)S(=O)(=O)C 3-fluoro-5-(4-hydroxy-3-(methylsulfonyl)-4,5,6,7-tetrahydro-1H-indol-1-yl)benzonitrile